N-[[4-[1-(2,6-dioxo-3-piperidyl)-3-methyl-2-oxo-benzimidazol-5-yl]phenyl]methyl]-5-fluoro-7-hydroxy-6-(1,1,4-trioxo-1,2,5-thiadiazolidin-2-yl)naphthalene-2-carboxamide O=C1NC(CCC1N1C(N(C2=C1C=CC(=C2)C2=CC=C(C=C2)CNC(=O)C2=CC1=CC(=C(C(=C1C=C2)F)N2S(NC(C2)=O)(=O)=O)O)C)=O)=O